(Z)-3-(Heptadec-10-enyl)benzene-1,2-diol C(CCCCCCCC\C=C/CCCCCC)C1=C(C(=CC=C1)O)O